COC(=O)C1=NN(C2=C1N(C=1C2=NC=C(C1)C=1C(=NOC1C)C)C(C1CCOCC1)C1=NC=CC=C1F)C 6-(3,5-dimethylisoxazol-4-yl)-4-((3-fluoropyridin-2-yl)(tetrahydro-2H-pyran-4-yl)methyl)-1-methyl-1,4-dihydropyrazolo[3',4':4,5]pyrrolo[3,2-b]pyridin-3-carboxylic acid methyl ester